C(CCCCCCC\C=C/CCCCCCCC)(C(=O)O)C(=O)O (Z)-9-octadecenedicarboxylic acid